caproyl-L-phenylalanine C(CCCCC)(=O)N[C@@H](CC1=CC=CC=C1)C(=O)O